[8-(1-octylnonoxy)-8-oxo-octyl] (2S,5R)-5-hydroxypiperidine-2-carboxylate O[C@@H]1CC[C@H](NC1)C(=O)OCCCCCCCC(=O)OC(CCCCCCCC)CCCCCCCC